2,5-dimethoxy-4-propylbenzaldehyde COC1=C(C=O)C=C(C(=C1)CCC)OC